NC1=NN(C=C1Br)C1CCN(CC1)C(=O)OC(C)(C)C tert-butyl 4-(3-amino-4-bromopyrazol-1-yl)piperidine-1-carboxylate